2-(((1R,2S)-2-aminocyclopentyl)amino)-6-(2,6-dichloro-3,5-dimethoxyphenyl)-8-ethylpyrido[2,3-d]pyrimidin-7(8H)-one N[C@@H]1[C@@H](CCC1)NC=1N=CC2=C(N1)N(C(C(=C2)C2=C(C(=CC(=C2Cl)OC)OC)Cl)=O)CC